C(C)OC1=CC2=C(N=C(S2)N2C([C@H]3[C@H]4C=C[C@@H]([C@H]3C2=O)C4)=O)C=C1 (1R,2S,6R,7S)-4-(6-ethoxy-1,3-benzothiazol-2-yl)-4-azatricyclo[5.2.1.02,6]dec-8-ene-3,5-dione